2-Bromo-5-cyanoanisole BrC1=C(C=C(C=C1)C#N)OC